C(C)(C)(C)[Si](OC1(CC=C(C(C2=CC=CC=C2)N)C=C1)O[Si](C1=CC=CC=C1)(C1=CC=CC=C1)C(C)(C)C)(C1=CC=CC=C1)C1=CC=CC=C1 4,4-di(tert-butyl-diphenyl-siloxy)benzhydrylamine